C(#N)C1=CN=CC(=N1)C=1C=C(C(=NC1)NC(C(C)(C)C=1N=C(SC1)NS(=O)(=O)C1CC1)=O)F N-(5-(6-cyanopyrazin-2-yl)-3-fluoropyridin-2-yl)-2-(2-(cyclopropanesulfonamido)thiazol-4-yl)-2-methylpropanamide